4,8-bis[5-(2-ethylhexyl)thien-2-yl]-2,6-bis(trimethylstannyl)benzo[1,2-b:4,5-b']dithiophene C(C)C(CC1=CC=C(S1)C1=C2C(SC(=C2)[Sn](C)(C)C)=C(C2=C1SC(=C2)[Sn](C)(C)C)C=2SC(=CC2)CC(CCCC)CC)CCCC